(E)-1-((1S,6R)-3,6-Dimethylcyclohex-3-en-1-yl)-2-methylpent-1-en-3-on CC=1C[C@@H]([C@@H](CC1)C)\C=C(\C(CC)=O)/C